NC=1C=C(C=CC1C(=O)O)C1=CC(=C(C=C1)C(=O)O)N 3,3'-diamino-[1,1'-biphenyl]-4,4'-dicarboxylic acid